C(CCCCCCCCCCCCCCCCC)NCCCN N'-octadecyltrimethylendiamine